tert-butyl 4-(2-fluoro-4-iodo-phenyl)piperazine-1-carboxylate FC1=C(C=CC(=C1)I)N1CCN(CC1)C(=O)OC(C)(C)C